N-(4-(N-(pyrimidin-2-yl)sulfamoyl)phenyl)acrylamide N1=C(N=CC=C1)NS(=O)(=O)C1=CC=C(C=C1)NC(C=C)=O